S1C(=NC2=C1C=CC=C2)SC\C=C/2\[C@@H]1CC[C@@H]([C@]1(CCC2)C)[C@@H](CCCC(C)(O)C)C (R)-6-{(1R,3aS,7aR,E)-4-[2-(Benzo[d]thiazol-2-ylthio)ethylidene]-7a-methyloctahydro-1H-inden-1-yl}-2-methylheptan-2-ol